FC(C(=O)O)(F)F.COC1=CC=CC2=C1NC(=N2)CNC2=NC(=NC=1N2N=CC1C1=CN=NC=C1)N1CCOCC1 N-[(7-methoxy-1H-benzimidazol-2-yl)methyl]-2-(morpholin-4-yl)-8-(pyridazin-4-yl)pyrazolo[1,5-a][1,3,5]triazin-4-amine trifluoroacetate